1,5-diisopropyl-naphthalene C(C)(C)C1=CC=CC2=C(C=CC=C12)C(C)C